C(C)(C)(C)OC(=O)NC(=N)N(C1=C(C=CC(=C1)C(=O)O)O)C(=O)OC(C)(C)C N,N'-di-t-butoxycarbonyl-N'-(2-hydroxy-5-carboxyphenyl)guanidine